ClC=1C=C(C=C(C1OC=1C=NC(=C(C1)N(C)C)OC)Cl)N1N=C(C(NC1=O)=O)C#N 2-(3,5-dichloro-4-((5-(dimethylamino)-6-methoxypyridin-3-yl)oxy)phenyl)-3,5-dioxo-2,3,4,5-tetrahydro-1,2,4-triazine-6-carbonitrile